[Si](C)(C)(C(C)(C)C)OC[C@H]1N(CCNC1)C(=O)OC(C)(C)C tert-butyl (S)-2-(((tert-butyldimethylsilyl)oxy)methyl)piperazine-1-carboxylate